(E)-1-(3-(4-((2-chloro-4-fluorobenzyl)oxy)-3-methoxyphenyl)acrylamido)cyclopentane-1-carboxylic acid ClC1=C(COC2=C(C=C(C=C2)/C=C/C(=O)NC2(CCCC2)C(=O)O)OC)C=CC(=C1)F